[Si](C)(C)(C(C)(C)C)OCC#CC1=C2C(N(C(C2=CC=C1)=O)C1C(NC(CC1)=O)=O)=O 4-(3-((tert-butyldimethylsilyl)oxy)prop-1-yn-1-yl)-2-(2,6-dioxopiperidin-3-yl)isoindoline-1,3-dione